BrCC1(CC1)CC#N [1-(bromomethyl)cyclopropyl]acetonitrile